2-((4-(6-((4-Chloro-2-fluorobenzyl)oxy)pyridin-2-yl)piperidin-1-yl)methyl)-4-ethoxy-1-methyl-1H-benzo[d]imidazole-6-carboxylic acid ClC1=CC(=C(COC2=CC=CC(=N2)C2CCN(CC2)CC2=NC3=C(N2C)C=C(C=C3OCC)C(=O)O)C=C1)F